OC(=O)[C@H](C)C1=CC=C(CC(C)C)C=C1 R-ibuprofen